N-(5-chloro-2-fluorophenyl)-9-(1-isopropyl-1,2,3,6-tetrahydropyridin-4-yl)-1-methyl-6,7-dihydro-5H-benzo[c][1,2,3]triazolo[1,5-a]azepin-7-amine 2,2,2-trifluoroacetate FC(C(=O)O)(F)F.ClC=1C=CC(=C(C1)NC1C2=C(C=3N(CC1)N=NC3C)C=CC(=C2)C=2CCN(CC2)C(C)C)F